N-(2-chloropyrimidin-4-yl)-2,3-dimethyl-2H-indazol ClC1=NC=CC(=N1)N1N(C(C2=CC=CC=C12)C)C